N1N=NC2=C1C=CC(=C2)C(=O)N2C[C@H]1[C@](C2)(CN(C1)C(CCC1=CC=C(C=C1)OC(F)(F)F)=O)OC Trans-1-[5-(1H-benzotriazole-5-carbonyl)-3a-methoxy-3,4,6,6a-tetrahydro-1H-pyrrolo[3,4-c]pyrrol-2-yl]-3-[4-(trifluoromethoxy)phenyl]propan-1-one